FC=1C=C(C=C(C1)[N+](=O)[O-])N1C[C@H](OCC1)C (R)-4-(3-fluoro-5-nitrophenyl)-2-methylMorpholine